(4-morpholinopiperidine-1-yl)methanone diphenyl-(S)-(3-amino-1-octanamido-3-oxopropyl)phosphonate C1(=CC=CC=C1)OP(OC1=CC=CC=C1)(=O)[C@@H](CC(=O)N)NC(CCCCCCC)=O.O1CCN(CC1)C1CCN(CC1)C=O